calcium monofluorophosphate P(=O)([O-])([O-])F.[Ca+2]